3-[4-[1-(4-aminocyclohexyl)-4-piperidyl]-3-fluoro-anilino]piperidine-2,6-dione NC1CCC(CC1)N1CCC(CC1)C1=C(C=C(NC2C(NC(CC2)=O)=O)C=C1)F